1-(2-(1-METHYLPIPERIDIN-4-yl)ethyl)-1H-indazol-3-amine CN1CCC(CC1)CCN1N=C(C2=CC=CC=C12)N